NCC1(CC1)CC#N 2-[1-(aminomethyl)cyclopropyl]acetonitrile